4-[4-(trifluoromethyl)phenoxy]aniline FC(C1=CC=C(OC2=CC=C(N)C=C2)C=C1)(F)F